(S)-N-methyl-2-(2-(6-oxo-5-(trifluoromethyl)-1,6-dihydropyridazin-4-ylamino)propoxy)-N-(1-(5-(trifluoromethyl)pyrimidin-2-yl)azetidin-3-yl)acetamide CN(C(COC[C@H](C)NC=1C=NNC(C1C(F)(F)F)=O)=O)C1CN(C1)C1=NC=C(C=N1)C(F)(F)F